2-(chloroethoxy)ethanol (+/-)-Methyl-2,2,6,6-Tetramethyl-4-oxopiperidine-3-carboxylate CN1C([C@H](C(CC1(C)C)=O)C(=O)OCCOCCCl)(C)C |r|